tert-butyl 6-((1-methyl-7-(trifluoromethyl)-1H-indazol-6-yl)methyl)-2-azaspiro[3.3]heptane-2-carboxylate CN1N=CC2=CC=C(C(=C12)C(F)(F)F)CC1CC2(CN(C2)C(=O)OC(C)(C)C)C1